C(C1=CC=CC=C1)N1CC=2C(N(C=3N(C2CC1)C=NC3)CC3=CC=C(C=C3)C(F)(F)F)=O 7-benzyl-4-(4-trifluoromethylbenzyl)-6,7,8,9-tetrahydroimidazo[1,5-a]pyrido[3,4-e]pyrimidin-5(4H)-one